C12(CC(C1)C2)NC(CN2C(C(=CC=C2)NC([C@H](CC/C=C/C(=O)NC2=CC=CC=C2)NC(=O)C2=C(OC(=C2)C)C)=O)=O)=O (S,E)-N7-(1-(2-(bicyclo[1.1.1]pentan-1-ylamino)-2-oxoethyl)-2-oxo-1,2-dihydropyridin-3-yl)-6-(2,5-dimethylfuran-3-carboxamido)-N1-phenylhept-2-enediamide